5-chloro-1-(1-(cyclopropylformyl)piperidin-4-yl)-3-(3-methylmorpholinyl)pyrazin-2(1H)-one ClC=1N=C(C(N(C1)C1CCN(CC1)C(=O)C1CC1)=O)N1C(COCC1)C